NC=1C=C(C=C(C1)C(F)(F)F)[C@@H](C)NC=1C2=C(N=CN1)N(C(=C2)Br)C N-[(1R)-1-[3-amino-5-(trifluoromethyl)phenyl]ethyl]-6-bromo-7-methyl-pyrrolo[2,3-d]pyrimidin-4-amine